FC1=C(C(=C(C(=C1F)F)F)F)S[P@@]1(OCCS1)=S (S)-2-((perfluorophenyl)thio)-1,3,2-oxathiaphospholane 2-sulfide